C[C@H]1N(CCNC1=O)C(=O)N[C@H](C1=CC(=NN1)C(F)(F)F)C1=CC=C(C=C1)OC(F)(F)F (2R)-2-methyl-3-oxo-N-((S)-(4-(trifluoromethoxy)phenyl)(3-(trifluoromethyl)-1H-pyrazol-5-yl)methyl)piperazine-1-carboxamide